4-amino-5-chloro-2-methoxy-N-((3S,4R)-3-methoxy-1-(6-oxo-6-((6-oxo-6-(((2S,3R,4R,5R)-2,3,4,5,6-pentahydroxyhexyl)amino)hexyl)amino)hexyl)piperidinyl)benzamide NC1=CC(=C(C(=O)NC2N(CCC[C@@H]2OC)CCCCCC(NCCCCCC(NC[C@@H]([C@H]([C@@H]([C@@H](CO)O)O)O)O)=O)=O)C=C1Cl)OC